3-bromo-2-(4,4-difluorocyclohexyl)quinoline [4-[(1S,4aS,8aS)-5,5,8a-trimethyl-2-methylene-decalin-1-yl]-2-methyl-but-1-enyl]formate CC1([C@@H]2CCC([C@@H]([C@]2(CCC1)C)CCC(=CC(=O)O)C)=C)C.BrC=1C(=NC2=CC=CC=C2C1)C1CCC(CC1)(F)F